ClC1=C(C=CC=2C(=C\3N(C12)CC/C3=C\C(=O)OCC)C=3C=NN(C3)C3OCCCC3)Cl Ethyl (e)-2-(5,6-dichloro-9-(1-(tetrahydro-2H-pyran-2-yl)-1H-pyrazol-4-yl)-2,3-dihydro-1H-pyrrolo[1,2-a]indol-1-ylidene)acetate